methoxycurcumin COCOC1=C(C=CC(=C1)/C=C/C(=O)CC(=O)/C=C/C2=CC(=C(C=C2)O)OC)O